4-acetamido-3,6-dichloro-pyridine-2-carboxylic acid methyl ester COC(=O)C1=NC(=CC(=C1Cl)NC(C)=O)Cl